C(C)(C)(C)OC(=O)N1C2CN(C(C1)CC2)CC2=C(N=C1N2C=CC=C1)C1=CC=C(C=C1)C(C)C.CC1=NC2=CC(C=CC2=C1)C methyl-6-methyl-6H-indole tert-Butyl-5-{[2-(4-isopropylphenyl)imidazo[1,2-a]-pyridin-3-yl]methyl}-2,5-diazabicyclo[2.2.2]octane-2-carboxylate